{5-[(tert-butoxycarbonyl)amino]-1,2,4-thiadiazol-3-yl}({[1-(tert-butoxycarbonyl)cyclopropyl]oxy}imino)acetic acid C(C)(C)(C)OC(=O)NC1=NC(=NS1)C(C(=O)O)=NOC1(CC1)C(=O)OC(C)(C)C